lithium (triflate) [O-]S(=O)(=O)C(F)(F)F.[Li+]